O[C@@H]1CN(CCC1)C(=O)OC(C)(C)C tert-butyl (3s)-3-hydroxypiperidine-1-carboxylate